(7-Chloro-4-(1H-Imidazol-1-Yl)Quinolin-2-Yl)Glycine ClC1=CC=C2C(=CC(=NC2=C1)NCC(=O)O)N1C=NC=C1